(1S,2R)-1-hydroxy-2-((R)-5H-imidazo[5,1-a]isoindol-5-yl)-8-thiaspiro[4.5]decane 8,8-dioxide O[C@H]1[C@H](CCC12CCS(CC2)(=O)=O)[C@H]2N1C(C3=CC=CC=C23)=CN=C1